6-methyl-N-(1-methylcyclopropyl)-4-[(1-methylcyclopropyl)amino]furo[2,3-d]pyrimidine-5-carboxamide CC1=C(C2=C(N=CN=C2NC2(CC2)C)O1)C(=O)NC1(CC1)C